tert-butyl 4-(6-(6-ethoxy-2-methyl-2H-indazole-5-carboxamido)pyridazin-3-yl)piperazine-1-carboxylate C(C)OC=1C(=CC2=CN(N=C2C1)C)C(=O)NC1=CC=C(N=N1)N1CCN(CC1)C(=O)OC(C)(C)C